O1CCN(CC1)C=1SC=2C(=NC=C(C2)N)N1 2-morpholinothiazolo[4,5-b]pyridin-6-amine